(2,2-dimethylpyrrolidin-1-yl)methanone hydrochloride Cl.CC1(N(CCC1)C=O)C